C(C1=CC=CC=C1)N1C2=C(OCC1=O)C=C(C=C2)CNC(=O)NC2=CC=C1C=CNC1=C2 1-((4-benzyl-3-oxo-3,4-dihydro-2H-benzo[b][1,4]oxazin-7-yl)methyl)-3-(1H-indol-6-yl)urea